S1C=CC(=C1)S Thiophene-4-thiol